2-hydroxy-6-(methoxymethoxy)benzaldehyde OC1=C(C=O)C(=CC=C1)OCOC